C(#N)C1=C2C3=C(NC2=C(C=C1F)NC)N=CC(=C3N3C[C@@H]1[C@H](C3)CCN1C)C=1C=C3C(C(=CN(C3=NC1)C)C(=O)O)=O 6-[5-cyano-6-fluoro-8-(methylamino)-4-[cis-1-methyl-2,3,3a,4,6,6a-hexahydropyrrolo[2,3-c]pyrrol-5-yl]-9H-pyrido[2,3-b]indol-3-yl]-1-methyl-4-oxo-1,8-naphthyridine-3-carboxylic acid